C(#N)C=1C(=NC(=C(C1CC)C#N)N1CC(C1)O)SCC1=CC=C(CNC(C)=O)C=C1 N-(4-(((3,5-dicyano-4-ethyl-6-(3-hydroxyazetidin-1-yl)pyridin-2-yl)thio)methyl)benzyl)acetamide